1,1,1,2,3,3,4,5,5,5-decafluoropentane FC(C(C(C(C(F)(F)F)F)(F)F)F)(F)F